C(C)OCCOC1CCN(CC1)C1=CC(=C(C=C1)NC1CC2(CC(C2)NC(OC(C)(C)C)=O)C1)C tert-butyl (6-((4-(4-(2-ethoxyethoxy) piperidin-1-yl)-2-methylphenyl)amino)spiro[3.3]heptan-2-yl)carbamate